C(C1=CC=CC=C1)[C@H]1NCCNCCNCCNC1 (2R)-2-Benzyl-1,4,7,10-tetraazacyclododecan